C(=S)=C1NC(C=2NC=NC2N1CC1=C(C=CC=C1)[C@@H]1N(CC[C@@H](C1)C(F)(F)F)S(=O)(=O)C1=CC=C(C)C=C1)=O 2-Thiocarbonyl-3-(2-((2R,4S)-1-p-toluenesulfonyl-4-(trifluoromethyl)piperidin-2-yl)benzyl)-1,2,3,7-tetrahydro-6H-purin-6-one